FC(S(=O)(=O)N1COC=C1)(F)F N-(trifluoromethylsulfonyl)oxazole